N-(2-(pyrrolidin-1-yl)-3,5-dimethylphenyl)-4-fluorobenzo[d]isothiazol-1,1-dioxide N1(CCCC1)C1=C(C=C(C=C1C)C)N1S(C2=C(C1)C(=CC=C2)F)(=O)=O